6-bromo-4-chloro-7-methyl-2-(methylthio)thieno[3,2-d]pyrimidine BrC1=C(C=2N=C(N=C(C2S1)Cl)SC)C